N(=[N+]=[N-])[C@H]1[C@@](O[C@@H]([C@H]1O)CO)(N1C=NC=2C(N)=NC=NC12)C azido-methyl-2'-deoxyadenosine